C(=O)(OC(C)(C)C)N[C@@H](CC1=CC=C(C=C1)C)C(=O)O Boc-L-4-methylphenylalanine